CC1=NC2=C(C=C(C=C2C(=C1C)O)F)F 2,3-dimethyl-6,8-difluoro-4-hydroxyquinoline